5-(4-fluorophenyl)-1-(3-methyloxetan-3-yl)-4-oxo-1,4-dihydropyridine-3-carboxylic acid FC1=CC=C(C=C1)C=1C(C(=CN(C1)C1(COC1)C)C(=O)O)=O